dichloro(o-isopropoxyphenylmethylene)(tricyclohexylphosphine) ruthenium (II) [Ru+2].ClC1C(C(CCC1)(P(C1CCCCC1)C1CCCCC1)Cl)=CC1=C(C=CC=C1)OC(C)C